methyl 2-[4-[4-[(10S)-4-(2-hydroxyphenyl)-1,5,6,8,12-pentazatricyclo[8.4.0.02,7]tetradeca-2,4,6-trien-12-yl]-1-piperidyl]-1-piperidyl]spiro[3.3]heptane-6-carboxylate OC1=C(C=CC=C1)C=1C=C2N3CCN(C[C@@H]3CNC2=NN1)C1CCN(CC1)C1CCN(CC1)C1CC2(C1)CC(C2)C(=O)OC